tert-butyl (3r,4r)-4-(((7-((4-(1H-pyrazol-1-yl) benzyl) (tert-butoxycarbonyl) amino)-3-cyclopropylpyrazolo[1,5-a]pyrimidin-5-yl) amino) methyl)-3-hydroxypiperidine-1-carboxylate N1(N=CC=C1)C1=CC=C(CN(C2=CC(=NC=3N2N=CC3C3CC3)NC[C@@H]3[C@H](CN(CC3)C(=O)OC(C)(C)C)O)C(=O)OC(C)(C)C)C=C1